FC1(OC2=C(O1)C=CC(=C2)C2(CC2)C(=O)N)F 1-(2,2-difluorobenzo[d][1,3]dioxol-5-yl)cyclopropane-1-carboxamide